CS(=O)(=O)OCCCN1[C@@H](C(N(CC1)C)=O)C (R)-3-(2,4-dimethyl-3-oxopiperazin-1-yl)propyl methanesulfonate